NC1=CC2=CN(N=C2C=C1N1CCSCC1)CC(C)(O)C 1-(5-amino-6-thiomorpholino-2H-indazol-2-yl)-2-methylpropan-2-ol